[N+](=O)([O-])C1=C(C(=C(C=C1)S(=O)(=O)O)[N+](=O)[O-])[N+](=O)[O-] trinitro-benzenesulfonic acid